(1-(4-bromophenyl)ethyl)-2-chloro-1H-imidazole BrC1=CC=C(C=C1)C(C)N1C(=NC=C1)Cl